FC=1C=C(C=CC1S(N)(=O)=O)C(C)(C)NC(OC(C)(C)C)=O Tert-butyl (2-(3-fluoro-4-sulfamoylphenyl)propan-2-yl)carbamate